COC(=O)C12CCC(CC1)(CC2)C(=O)Cl 4-chlorocarbonyl-bicyclo[2.2.2]octane-1-carboxylic acid methyl ester